O1C=C(C2=C1C=CC=C2)C=2C=C(C=CC2)C2(CC2)C=2NC(C=1CN(CCCC1N2)C([C@H](O)C2=CC(=CC=C2)Cl)=O)=O (R)-2-(1-(3-(benzofuran-3-yl)phenyl)cyclopropyl)-6-(2-(3-chlorophenyl)-2-hydroxyacetyl)-3,5,6,7,8,9-hexahydro-4H-pyrimido[5,4-c]azepin-4-one